hexenyl-glutamyl-cysteine C(=CCCCC)N[C@@H](CCC(=O)O)C(=O)N[C@@H](CS)C(=O)O